C(N)(OC1CCC(CC1)NC)=O ((1R,4R)-4-(methylamino) cyclohexyl) carbamate